5-[4-(methoxymethoxy)phenyl]-2-oxa-5-azaspiro[3.5]nonan-6-one COCOC1=CC=C(C=C1)N1C2(COC2)CCCC1=O